2-(m-tolyl)isonicotinaldehyde C1(=CC(=CC=C1)C=1C=C(C=O)C=CN1)C